CC1=C(C(CCC1)(C)C)/C=C/C(=C/C=C/C(=C/C=C/C=C(\\C)/C=C/C=C(\\C)/C=C/C=C(\\C)/CCCC(C)(C)O)/C)/C The molecule is a carotenol that is 1',2'-dihydro-beta,psi-carotene which carries a hydroxy group at position 1'. It has a role as a bacterial metabolite. It is a carotenol and a tertiary alcohol. It derives from a hydride of a gamma-carotene.